tert-butyl N-((2-bromo-5-(hydroxymethyl)phenyl)methyl)-N-(5-((tert-butyl(dimethyl)silyl)oxymethyl)-3-pyridyl)carbamate BrC1=C(C=C(C=C1)CO)CN(C(OC(C)(C)C)=O)C=1C=NC=C(C1)CO[Si](C)(C)C(C)(C)C